methyl 4-[(Z)-4,4,4-trifluoro-3-[3-(trifluoromethyl)phenyl]but-2-enoyl]naphthalene-1-carboxylate FC(\C(=C/C(=O)C1=CC=C(C2=CC=CC=C12)C(=O)OC)\C1=CC(=CC=C1)C(F)(F)F)(F)F